FC1=C(C=CC(=C1)N1N=CC=C1)NC1=NC=C2C=CC(=NC2=C1)[C@H](O)C1CCN(CC1)C |r| (R)- and (S)-(7-[[2-fluoro-4-(pyrazol-1-yl)phenyl]amino]-1,6-naphthyridin-2-yl)(1-methylpiperidin-4-yl)methanol